bis-hydroxyethyl-Tris-methylamine OCCC(N(C)C)CCO